CC[C@H]1C[C@@H]2C[C@@]3([C@H]1[NH+](C2)CCC4=C3NC5=C4C=C(C=C5)O)C(=O)OC The molecule is a tertiary ammonium ion resulting from the protonation of the tertiary amino group of 10-hydroxycoronaridine. The major species at pH 7.3. It is a conjugate acid of a 10-hydroxycoronaridine.